ClC=1C=C(C=C(C1)OC1=NC=C(C=C1)C(F)(F)F)NC(=O)[C@H]1N(C(NC1)=O)C (S)-N-(3-Chloro-5-((5-(trifluoromethyl)pyridin-2-yl)oxy)phenyl)-3-methyl-2-oxoimidazolidine-4-carboxamide